2,5-DICHLOROPHENYL ISOCYANIDE ClC1=C(C=C(C=C1)Cl)[N+]#[C-]